NCC1=CN=CC2=CC=C(C=C12)C=1C=NN(C1)C 4-(AMINOMETHYL)-6-(1-METHYL-1H-PYRAZOL-4-YL)ISOCHINOLIN